2-[4-[[5-benzyloxy-4-(methylsulfanylmethyl)-2-pyridyl]oxy]-3,5-dichloro-phenyl]-6-(difluoromethyl)-1,2,4-triazine-3,5-dione C(C1=CC=CC=C1)OC=1C(=CC(=NC1)OC1=C(C=C(C=C1Cl)N1N=C(C(NC1=O)=O)C(F)F)Cl)CSC